NC/C(/CN1N=CC=2C(N(CCC21)C(C)(C)C)=O)=C\F (E)-1-(2-(aminomethyl)-3-fluoroallyl)-5-(tert-butyl)-1,5,6,7-tetrahydro-4H-pyrazolo[4,3-c]pyridin-4-one